BrC1=CC2=C(N(S(C3=C2C=CC=C3)(=O)=O)CC(=O)N(C)C3CCCCC3)C=C1 2-(9-Bromo-5,5-dioxido-6H-dibenzo[c,e][1,2]thiazin-6-yl)-N-cyclohexyl-N-methylacetamide